C(CCCCCCCC)C(COCCOCCO)(OC1=CC=CC=C1)O nonylphenoxytriethyleneglycol